1-(3-methyl-1-butene-2-yl)-1,3-dihydro-2H-imidazo[4,5-g]quinoline CC(C(=C)N1CNC=2C1=CC=1C=CC=NC1C2)C